FC1(CN(C1)C(=O)Cl)F 3,3-difluoroazetidine-1-carbonyl chloride